FC(C1=C(C[N+](CCOC(C2=CC=C(C=C2)C=C)=O)(CCOC(C2=CC=C(C=C2)C=C)=O)CCOC(C2=CC=C(C=C2)C=C)=O)C=C(C=C1)C(F)(F)F)(F)F (2,5-bis(trifluoromethyl)benzyl)(tris(2-(4-vinylbenzoyloxy)ethyl))ammonium